N-tert-butyl-1-(3,5-dichlorophenyl)-8-(2-fluoropyridin-3-yl)-N-(2-hydroxyethyl)-7-methoxy-1,4-dihydrochromeno[4,3-c]pyrazole-3-carboxamide C(C)(C)(C)N(C(=O)C=1C2=C(N(N1)C1=CC(=CC(=C1)Cl)Cl)C=1C=C(C(=CC1OC2)OC)C=2C(=NC=CC2)F)CCO